(1R)-1-(4-bromo-1-naphthyl)ethanamine hydrochloride Cl.BrC1=CC=C(C2=CC=CC=C12)[C@@H](C)N